(2S,4S)-4-[3-bromo-4-cyano-5-(methylamino)pyrazol-1-yl]-2-(fluoromethyl)pyrrolidine-1-carboxylic acid tert-butyl ester C(C)(C)(C)OC(=O)N1[C@@H](C[C@@H](C1)N1N=C(C(=C1NC)C#N)Br)CF